The molecule is a cytochalasan alkaloid found in Chaetomium globosum and Chaetomium subaffine. It has a role as a Chaetomium metabolite and an antineoplastic agent. It is a cytochalasan alkaloid, a member of indoles, a macrocycle and a secondary alpha-hydroxy ketone. C[C@H]\\1C/C=C/[C@H]2[C@@H](C(=C([C@@H]3[C@@]2(C(=O)CC[C@@H](C(=O)/C(=C1)/C)O)C(=O)N[C@H]3CC4=CNC5=CC=CC=C54)C)C)O